(2R)-N-[2-(1-benzylpiperidin-4-yl)ethyl]-4-(3,5-difluorophenyl)-2-methylpiperazine-1-carboxamide C(C1=CC=CC=C1)N1CCC(CC1)CCNC(=O)N1[C@@H](CN(CC1)C1=CC(=CC(=C1)F)F)C